C(=O)O.FC1=C(O[C@@H](C#N)C)C=CC(=C1F)C1=CN=C2N1C=CN=C2NC2=CC(=C(C=C2)C(=O)N2CCN(CC2)C(=O)C2(CCNCC2)O)C (2R)-2-[2,3-difluoro-4-[8-[4-[4-(4-hydroxypiperidine-4-carbonyl)piperazine-1-carbonyl]-3-methyl-anilino]imidazo[1,2-a]pyrazin-3-yl]phenoxy]propanenitrile formate